4-(4-(4-methoxybenzoyl)-11,11,12,12-tetramethyl-3,6-dioxo-2,5,10-trioxa-11-silatridecan-7-yl)piperidine-1-carboxylic acid tert-butyl ester C(C)(C)(C)OC(=O)N1CCC(CC1)C(C(OC(C(OC)=O)C(C1=CC=C(C=C1)OC)=O)=O)CCO[Si](C(C)(C)C)(C)C